3'''-(ethane-1,2-diylbis(azanetriyl))tetrakis(N-(2-aminoethyl)propanamide) C(CN(C(C(=O)NCCN)C)C(C(=O)NCCN)C)N(C(C(=O)NCCN)C)C(C(=O)NCCN)C